2-(6-(3-Cyclopropylphenyl)-2-azaspiro[3.3]heptane-2-carbonyl)-7-oxa-5-azaspiro[3.4]octan-6-one C1(CC1)C=1C=C(C=CC1)C1CC2(CN(C2)C(=O)C2CC3(C2)NC(OC3)=O)C1